C([C@@H](C(=O)O)NC(=O)[C@H](CS)N)O The molecule is a dipeptide composed of L-cysteine and L-serine joined by a peptide linkage. It has a role as a metabolite. It is a dipeptide, a secondary carboxamide, a primary alcohol, a primary amino compound, a thiol and a carboxylic acid. It derives from a L-cysteine and a L-serine.